BrC1=CC=C2C(=CNC2=C1F)S(=O)(=O)NC1=NC=C(C(=N1)OC)OCCF 6-bromo-7-fluoro-N-[5-(2-fluoroethoxy)-4-methoxy-pyrimidin-2-yl]-1H-indole-3-sulfonic acid amide